C(C)C(CCC(=O)O)(CC)C=1OC(=NN1)NC1=CC=C(C=C1)C 4-ethyl-4-(5-(p-tolylamino)-1,3,4-oxadiazol-2-yl)hexanoic acid